1,3-bis-(hydroxymethyl)-5-bromobenzene OCC1=CC(=CC(=C1)Br)CO